(1R,3S,5R)-2-(tert-Butoxycarbonyl)-5-methyl-2-azabicyclo[3.1.0]hexane C(C)(C)(C)OC(=O)N1[C@@H]2C[C@]2(CC1)C